tert-butyl (R)-(1-((5-bromo-8-fluoroquinolin-6-yl)oxy)-3-(6-methoxypyridin-2-yl)propan-2-yl)carbamate BrC1=C2C=CC=NC2=C(C=C1OC[C@@H](CC1=NC(=CC=C1)OC)NC(OC(C)(C)C)=O)F